5-dodecene-aldehyde C(CCCC=CCCCCCC)=O